Ethyl [1,2,4]triazolo[1,5-a]pyridine-2-carboxylate N=1C(=NN2C1C=CC=C2)C(=O)OCC